F[C@@H]1CC2=CC(CN2C1)F (2R,7aR)-2,6-difluorotetrahydro-1H-pyrrolizine